methyl 5-bromo-4'-chloro-6-methyl-[1,1'-biphenyl]-3-carboxylate BrC=1C=C(C=C(C1C)C1=CC=C(C=C1)Cl)C(=O)OC